NCCC(C(CCN)O)O di(aminoethyl)ethylene glycol